C(C)(=O)OCC(=O)N1CC=2C(=NC=3C(=C(C(=CC3C2[C@@H]1C)OC)Cl)Cl)OS(=O)(=O)C(F)(F)F (S)-2-(6,7-dichloro-8-methoxy-1-methyl-4-(((trifluoromethyl)sulfonyl)oxy)-1,3-dihydro-2H-pyrrolo[3,4-c]quinolin-2-yl)-2-oxoethyl acetate